2-chloro-4-(methylsulfanyl)thieno[2,3-d]pyrimidine-6-carbaldehyde ClC=1N=C(C2=C(N1)SC(=C2)C=O)SC